sec-Butyl acrylate C(C=C)(=O)OC(C)CC